O1C2=C(OCC1)C=C(C=C2)N2C=NN(C2=O)CC2=CC(=C(OC(C(=O)O)(C)C)C=C2)C 2-(4-((4-(2,3-Dihydrobenzo[b][1,4]dioxin-6-yl)-5-oxo-4,5-dihydro-1H-1,2,4-triazol-1-yl)methyl)-2-methyl-phenoxy)-2-methylpropionic acid